di-tert-butyl[3,6-dimethoxy-2',4',6'-tris(propan-2-yl)-[1,1'-biphenyl]-2-yl]phosphane C(C)(C)(C)P(C1=C(C(=CC=C1OC)OC)C1=C(C=C(C=C1C(C)C)C(C)C)C(C)C)C(C)(C)C